O(C#N)C1=CC=C(C=C1)OP(=O)(OC1=CC=C(C=C1)OC#N)OC1=CC=C(C=C1)OC#N tris(4-cyanatophenyl)phosphate